C(CC)(=O)N1CCC(CC1)NC(N)=O 3-(1-propionylpiperidin-4-yl)urea